1-(tert-butyl) 2-methyl (2S,5R)-5-phenylpyrrolidine-1,2-dicarboxylate C1(=CC=CC=C1)[C@H]1CC[C@H](N1C(=O)OC(C)(C)C)C(=O)OC